FC(CN1C=NC2=C1C=C(C=C2)C=2C=CN1N=C(N=C(C12)OC)N[C@@H]1[C@@H](CN(CC1)C(C)=O)F)F 1-((3R,4S)-4-((5-(1-(2,2-difluoroethyl)-1H-benzo[d]imidazol-6-yl)-4-methoxypyrrolo[2,1-f][1,2,4]triazin-2-yl)amino)-3-fluoropiperidin-1-yl)ethan-1-one